(S)-4-amino-N-(1-methyl-1H-pyrazol-4-yl)-N-(6-(trifluoromethyl)-2,3-dihydrobenzofuran-3-yl)pyrrolo[1,2-a]quinoxaline-8-carboxamide NC=1C=2N(C3=CC(=CC=C3N1)C(=O)N([C@@H]1COC3=C1C=CC(=C3)C(F)(F)F)C=3C=NN(C3)C)C=CC2